ClC([13CH3])C=CCC 2-chlorohex-3-ene-13C